C(C)(C)(C)OC(C=CC=1C=C(C=C2NC(C=3N(C12)C=CC3)=O)C(=O)OC)=O methyl 9-(3-(tert-butoxy)-3-oxoprop-1-en-1-yl)-4-oxo-4,5-dihydropyrrolo[1,2-a]quinoxaline-7-carboxylate